Z-Butyl 4-(4-((5-bromo-3-nitropyridin-2-yl)amino)benzyl)piperazine-1-carboxylate BrC=1C=C(C(=NC1)NC1=CC=C(CN2CCN(CC2)C(=O)OCCCC)C=C1)[N+](=O)[O-]